2-[2'-hydroxy-4'-(2''-propyloctyl)oxyphenyl]benzotriazole OC1=C(C=CC(=C1)OCC(CCCCCC)CCC)N1N=C2C(=N1)C=CC=C2